[2-METHYL-1-(2-OXO-ETHYL)-PROPYL]-CARBAMIC ACID TERT-BUTYL ESTER C(C)(C)(C)OC(NC(C(C)C)CC=O)=O